OC1(C(C(=O)C2=CC=C(C=C2)OCCO)C=CC=C1)C 2-hydroxy-4'-(2-hydroxyethoxy)2-methylbenzophenone